F[C@H]1COCC[C@H]1NC1=C2C=C(N(C2=CC=C1)CC(F)(F)F)C1=NOC(=N1)CNC(=O)C1=CSC(=C1)C(C)(C)OC N-{[3-(4-{[(3R,4R)-3-fluorooxan-4-yl]amino}-1-(2,2,2-trifluoroethyl)-1H-indol-2-yl)-1,2,4-oxadiazol-5-yl]methyl}-5-(2-methoxypropan-2-yl)thiophene-3-carboxamide